4-[(3-chloro-4-fluorophenyl)amino]-6-{[4-((R)-6-methyl-2-oxo-morpholin-4-yl)-1-oxo-2-buten-1-yl]amino}-7-[(S)-(tetrahydrofuran-3-yl)oxy]-quinazoline ClC=1C=C(C=CC1F)NC1=NC=NC2=CC(=C(C=C12)NC(C=CCN1CC(O[C@@H](C1)C)=O)=O)O[C@@H]1COCC1